4-methoxy-2-butanone COCCC(C)=O